2-chloro-6-[(4-methoxyphenyl)methyl]-6,7-dihydro-5H-pyrrolo[3,4-b]pyridin-7-one ClC1=CC=C2C(=N1)C(N(C2)CC2=CC=C(C=C2)OC)=O